COC=1C=C(C=C(C1)C=1C=NN(C1)C)O 3-methoxy-5-(1-methyl-1H-pyrazol-4-yl)phenol